COC1=C(CN(S(=O)(=O)C2=C(C=CC(=C2)C(CO)(C)C)OC)CC2=C(C=C(C=C2)OC)OC)C=CC(=C1)OC N,N-bis(2,4-dimethoxybenzyl)-5-(1-hydroxy-2-methylpropan-2-yl)-2-methoxybenzenesulfonamide